ClC=1C=C2C(=NC=NC2=C(C1)C(F)(F)F)N[C@@H](C)C1=NC=NN1C1=CC(=NC=N1)C(=O)NC1CSC1 6-[5-[(1S)-1-[[6-chloro-8-(trifluoromethyl)quinazolin-4-yl]amino]ethyl]-1,2,4-triazol-1-yl]-N-(thietan-3-yl)pyrimidine-4-carboxamide